5-amino-N-methyl-N-{[2-(trifluoromethyl)phenyl]methyl}-1,3-thiazole-4-carboxamide NC1=C(N=CS1)C(=O)N(CC1=C(C=CC=C1)C(F)(F)F)C